CN(CCCNC(=O)C1=CC=2N=C(N=C(C2O1)N1CCOCC1)N1N=C(C=C1)C=1C=C(C=CC1)C)C N-(3-(dimethylamino)propyl)-4-morpholino-2-(3-(m-tolyl)-1H-pyrazol-1-yl)furo[3,2-d]pyrimidine-6-carboxamide